ClC1=NC=C(C(=N1)NCC1=C(C=CC=C1)CC1CC1)C(=O)N 2-chloro-4-((2-(cyclopropyl-methyl)benzyl)amino)pyrimidin-5-carboxamide